5-AMINO-1H-PYRAZOLE-4-CARBOXYLIC ACID NC1=C(C=NN1)C(=O)O